N-(2-(2-cyano-4,4-difluoropyrrolidin-1-yl)-2-oxoethyl)-3-(4-(trifluoromethoxy)styryl)isonicotinamide C(#N)C1N(CC(C1)(F)F)C(CNC(C1=C(C=NC=C1)C=CC1=CC=C(C=C1)OC(F)(F)F)=O)=O